(2-(9-borabicyclo[3.3.1]nonan-9-yl)ethyl)-N,N-dimethylaniline C12CCCC(CCC1)B2CCC2=C(N(C)C)C=CC=C2